CC=1C=CC2=C(NC(=N2)C2=CC=CC=C2)C1 6-methyl-2-phenyl-1H-benzo[d]imidazole